C(#C)C1[C@@H]2CN(C[C@H]12)C(=O)OC(C)(C)C (1R,5S,6r)-tert-butyl 6-ethynyl-3-azabicyclo[3.1.0]hexane-3-carboxylate